FC=1C=CC2=C(NC(=N2)CN(C=2C=3N(N=C(C2)N2CCC(CC2)=O)C(=CN3)C(F)(F)F)CC3=CC=C(C=C3)OC)C1F 1-(8-(((6,7-difluoro-1H-benzo[d]imidazol-2-yl)methyl)(4-methoxybenzyl)amino)-3-(trifluoromethyl)imidazo[1,2-b]pyridazin-6-yl)piperidin-4-one